8-hydroxy-3-methyl-2,3-dihydroindolizin-5(1H)-one OC=1C=CC(N2C(CCC12)C)=O